(1R,2S,3R,5R)-3-(2-chloro-5-(1-(phenylsulfonyl)-1H-pyrazol-3-yl)-7H-pyrrolo[2,3-d]pyrimidin-7-yl)-5-(((3-(phenethylamino)propyl)amino)methyl)cyclopentane-1,2-diol ClC=1N=CC2=C(N1)N(C=C2C2=NN(C=C2)S(=O)(=O)C2=CC=CC=C2)[C@H]2[C@@H]([C@@H]([C@H](C2)CNCCCNCCC2=CC=CC=C2)O)O